(3S)-3-[1-oxo-5-[4-(4-piperidylmethyl)piperazin-1-yl]isoindolin-2-yl]piperidine-2,6-dione O=C1N(CC2=CC(=CC=C12)N1CCN(CC1)CC1CCNCC1)[C@@H]1C(NC(CC1)=O)=O